OC1=CC=C2CC(NCC2=C1)C(=O)O 7-hydroxy-1,2,3,4-tetrahydroisoquinoline-3-carboxylic acid